5-chloro-2-(2-methoxyphenyl)[1,2,4]triazolo[1,5-c]quinazoline ClC1=NC=2C=CC=CC2C=2N1N=C(N2)C2=C(C=CC=C2)OC